BrC1=C(C=C(C(=N1)N[C@H]1CN(CCC1)C(=O)OC(C)(C)C)F)F tert-butyl (R)-3-((6-bromo-3,5-difluoropyridin-2-yl)amino)piperidine-1-carboxylate